N-methyl-1-(1-methyl-3-(1-methyl-1H-pyrazol-4-yl)-1H-indazol-5-yl)-3-(1-methylazetidin-3-yl)-5,6-dihydroimidazo[1,5-a]pyrazine-7(8H)-carboxamide CNC(=O)N1CC=2N(CC1)C(=NC2C=2C=C1C(=NN(C1=CC2)C)C=2C=NN(C2)C)C2CN(C2)C